C(C)(C)(C)[C@@H]1CC=2C=C3C(=NC2CC1)SC(=N3)C(=O)N[C@H](CCN3CCC(CC3)O)C3=CC(=CC=C3)C(NC3CN(CCC3)C)=O |r| rac-(7S)-7-tert-butyl-N-[rac-(1R)-3-(4-hydroxy-1-piperidyl)-1-[3-[(1-methyl-3-piperidyl)carbamoyl]phenyl]propyl]-5,6,7,8-tetrahydrothiazolo[5,4-b]quinoline-2-carboxamide